C(CCCCCCCCCCC)OC(CCCCCCCCCCCCCCCCC)=O.C(CCCCCCCCCCCCCCCCC)(=O)OCCCCCCCCCCCCCC myristyl stearate lauryl-stearate